P(OC1=C(C=CC=C1)C(C)(C)C1=C(C=CC=C1)OP([O-])[O-])([O-])[O-] 4,4'-isopropylidene-(diphenyl) bisphosphite